C(N)(=O)C1=C(SC=2C(OC(CC21)(C)C)(C)C)NC(=O)C2=NNC(=C2)C2CC2 N-(3-carbamoyl-5,5,7,7-tetramethyl-5,7-dihydro-4H-thieno[2,3-c]pyran-2-yl)-5-cyclopropyl-1H-pyrazole-3-carboxamide